C(C1=CC=CC=C1)OC(COC[C@]1(C[C@H](N(C1)C(=O)OC(C)(C)C)C(=O)OCC)F)=O 1-(tert-butyl) 2-ethyl (2S,4R)-4-((2-(benzyloxy)-2-oxoethoxy) methyl)-4-fluoropyrrolidine-1,2-dicarboxylate